N1C(=NCC1)NCC(=O)NC1=CC(=C(C=C1F)S(=O)(=O)NC1=CN=CS1)F 5-[[4-[[2-(4,5-Dihydro-1H-imidazol-2-ylamino)acetyl]amino]-2,5-difluorophenyl]sulfonylamino]thiazol